1-[(4RS,6R)-2-(4-chloro-2-fluorophenyl)-4,6-dimethyl-3-(pyridin-4-yl)-6,7-dihydropyrazolo[1,5-a]pyrazin-5(4H)-yl]prop-2-en-1-one ClC1=CC(=C(C=C1)C1=NN2C([C@H](N([C@@H](C2)C)C(C=C)=O)C)=C1C1=CC=NC=C1)F |&1:11|